24-Methylcholest-7-en-3beta-ol methyl-(3aR,5R,6R,6aR)-6-bromo-2-oxohexahydro-2H-cyclopenta[d]oxazole-5-carboxylate CN1C(O[C@@H]2[C@H]1C[C@@H]([C@H]2Br)C(=O)O[C@@H]2CC1CC=C3[C@@H]4CC[C@H]([C@@H](CCC(C(C)C)C)C)[C@]4(CC[C@@H]3[C@]1(CC2)C)C)=O